C(C)(C)(C)OC(CC[C@@H](CI)NC(=O)OCC1=CC=CC=C1)=O (S)-4-(((benzyloxy)carbonyl)amino)-5-iodopentanoic acid tert-butyl ester